FC1=CC=C(C=C1)/C(=C(/C=1C=C2C=NNC2=CC1)\C1=CC=C(C=C1)/C=C/C(=O)OCC)/CC (E)-Ethyl 3-(4-((E)-2-(4-fluorophenyl)-1-(1H-indazol-5-yl)but-1-en-1-yl)phenyl)acrylate